4-(2-hydroxyethoxy)-3-phenylphenylphenylthionaphthalene OCCOC1=C(C=C(C=C1)C1=C(C2=CC=CC=C2C=C1)SC1=CC=CC=C1)C1=CC=CC=C1